tert-butyl N-{[1-(4-chloro-3-fluorophenyl)-1H-1,2,4-triazol-5-yl]methyl}-N-methylcarbamate ClC1=C(C=C(C=C1)N1N=CN=C1CN(C(OC(C)(C)C)=O)C)F